F[C@H]1[C@H](C1)C(=O)NC1=NC=C2C=C(C=3N(C2=C1)N=CN3)C=3C=NC(=CC3C)[C@](CC)([2H])O (1R,2R)-2-fluoro-N-(4-(6-((R)-1-hydroxypropyl-1-d)-4-methylpyridin-3-yl)-[1,2,4]triazolo[1,5-a][1,6]naphthyridin-8-yl)cyclopropane-1-carboxamide